NC=1C=2N(C3=C(N1)C=NC(=C3)C(=O)N3[C@@H]1[C@H]([C@@H](CC3)C)OC3=C1C=CC(=C3)OC(F)(F)F)C=NC2 (4-aminoimidazo[1,5-a]pyrido[3,4-e]pyrazin-8-yl)((4R,4aS,9bS)-4-methyl-7-(trifluoromethoxy)-3,4,4a,9b-tetrahydrobenzofuro[3,2-b]pyridin-1(2H)-yl)methanone